Cl.CN([C@H]1CNCCC1)C (R)-N,N-dimethylpiperidin-3-amine hydrochloride